C(C)(C)(C)OC(=O)N1C=C(C2=C1N=CN=C2)C#C[Si](C)(C)C 5-((trimethylsilyl)ethynyl)-7H-pyrrolo[2,3-d]Pyrimidine-7-carboxylic acid tert-butyl ester